C(N)(=O)C1=CC=C(C=C1)C=1C=C2C(=NN(C2=CC1)C(C1=CC=CC=C1)(C1=CC=CC=C1)C1=CC=CC=C1)NC(=O)C1CCN(CC1)C N-[5-(4-carbamoylphenyl)-1-trityl-1H-indazol-3-yl]-1-methylpiperidine-4-carboxamide